(S)-ethyl 3-(7-iodo-2-oxo-3-(pentan-3-yl)-5-phenyl-2,3-dihydro-1H-benzo[e][1,4]diazepin-1-yl)propanoate IC1=CC2=C(N(C([C@@H](N=C2C2=CC=CC=C2)C(CC)CC)=O)CCC(=O)OCC)C=C1